6-(5-(2-Hydroxy-1,2-oxaborolan-4-yl)pyridin-3-yl)-2,3-dimethoxybenzonitril OB1OCC(C1)C=1C=C(C=NC1)C1=CC=C(C(=C1C#N)OC)OC